CC=1C(=CC=NC1)N1C(C=CC=C1C)=O 5',6-dimethyl-2H-[1,4'-bipyridin]-2-one